(9Z,12Z)-5-(((3-(dimethylamino)propoxy)carbonyl)oxy)-7-octylpentadecyloctadeca-9,12-dienoate CN(CCCOC(=O)OC(CCCCOC(CCCCCCC\C=C/C\C=C/CCCCC)=O)CC(CCCCCCCC)CCCCCCCC)C